(Z)-2-(5-Fluoro-2-(4-fluorobenzyl)-1-(4-(4-fluorophenoxy)benzylidene)-1H-inden-3-yl)acetic acid FC=1C=C2C(=C(/C(/C2=CC1)=C/C1=CC=C(C=C1)OC1=CC=C(C=C1)F)CC1=CC=C(C=C1)F)CC(=O)O